FC1=CC=C(C(=N1)C)OC1=C(C(=O)NC2=CC(=CC=C2)[S@@](=O)(=NC(CN)=O)C)C(=C(C=N1)C(F)(F)F)C (R)-2-((6-fluoro-2-methylpyridin-3-yl)oxy)-N-(3-(N-glycyl-S-methylsulfonimidoyl)phenyl)-4-methyl-5-(trifluoromethyl)nicotinamide